2-(((cyclobutylthio)methyl)thio)-6-(4-(methoxymethoxy)phenyl)-4-(1-methyl-1H-pyrazol-4-yl)nicotinonitrile C1(CCC1)SCSC1=C(C#N)C(=CC(=N1)C1=CC=C(C=C1)OCOC)C=1C=NN(C1)C